FC=1C=C(C=NC1)C1=NC(=C2N=CN(C2=N1)[C@H]1[C@@H]([C@@H]([C@H](O1)C(=O)NC([2H])([2H])[2H])O)O)NCC1=CC(=CC=C1)C (2S,3S,4R,5R)-5-(2-(5-fluoropyridin-3-yl)-6-((3-methylbenzyl)amino)-9H-purin-9-yl)-3,4-dihydroxyl-N-(methyl-d3)-tetrahydrofuran-2-carboxamide